(S)-1-Amino-2-(1-(but-2-ynoyl)piperidin-2-yl)-4-(4-((4-(4-cyanophenyl)pyridin-2-yl)carbamoyl)phenyl)-1H-imidazol-5-carboxamid NN1C(=NC(=C1C(=O)N)C1=CC=C(C=C1)C(NC1=NC=CC(=C1)C1=CC=C(C=C1)C#N)=O)[C@H]1N(CCCC1)C(C#CC)=O